N1=C(C=C2N1C=CC=N2)C#N Pyrazolo[1,5-a]Pyrimidine-2-carbonitrile